ClC1=CC=C(N=N1)O[C@@H]1[C@H](CN(C1)C1=NC=C(C=C1)C=1C=2N(C=C(C1)OCC)N=CC2C#N)NC(OC(C)(C)C)=O tert-butyl ((3S,4S)-4-((6-chloropyridazin-3-yl)oxy)-1-(5-(3-cyano-6-ethoxypyrazolo[1,5-a]pyridin-4-yl)pyridin-2-yl)pyrrolidin-3-yl)carbamate